FC(C=1C(=C(C=CC1)[C@@H](C#C)NC1=C2C=C(C(N(C2=NC=C1)C)=O)C1(CC2CCC(C1)O2)NC(C)=O)F)F N-(3-(5-(((R)-1-(3-(difluoromethyl)-2-fluorophenyl)prop-2-yn-1-yl)amino)-1-methyl-2-oxo-1,2-dihydro-1,8-naphthyridin-3-yl)-8-oxabicyclo[3.2.1]octan-3-yl)acetamide